5-chloro-N2-phenyl-N4-(3-(trifluoromethyl)phenyl)pyrimidine-2,4-diamine ClC=1C(=NC(=NC1)NC1=CC=CC=C1)NC1=CC(=CC=C1)C(F)(F)F